O1CCN(CC1)C1=CC=C(N)C=C1 4-morpholino-aniline